3-hydroxy-5-(2-(3-(trifluoromethoxy)phenyl)thiazol-4-yl)cyclohex-2-en-1-one OC1=CC(CC(C1)C=1N=C(SC1)C1=CC(=CC=C1)OC(F)(F)F)=O